N-[(trifluoromethyl)sulfonyl]-L-valine tert-butyl ester C(C)(C)(C)OC([C@@H](NS(=O)(=O)C(F)(F)F)C(C)C)=O